hexahydro-1λ6-thiopyran [SH4]1CCCCC1